C1=CC(=CC=C1C(=O)[O-])C(=O)OCCO The molecule is an ionic polymer resulting from the deprotonation of the terminal carboxy groups of poly(ethylene terephthalate) polymer. It is a conjugate base of a poly(ethylene terephthalate) polymer.